(2-chloro-6-fluorophenyl)-5-methylisoxazole ClC1=C(C(=CC=C1)F)C1=NOC(=C1)C